6-(2-cyclopropylimidazo[1,2-a]pyridin-6-yl)-N-(cyclopropylmethyl)quinazolin-4-amine C1(CC1)C=1N=C2N(C=C(C=C2)C=2C=C3C(=NC=NC3=CC2)NCC2CC2)C1